FC(C1=NN=C(O1)C1=CN=C(S1)CN(S(=O)(=O)N1C=CS(C=C1)(=O)=N)C1=CC=CC=C1)F N-[[5-[5-(difluoromethyl)-1,3,4-oxadiazol-2-yl]thiazol-2-yl]methyl]-1-imino-1-oxo-N-phenyl-1,4-thiazine-4-sulfonamide